F[C@H]1CC2=C(C=3CCCC3C(=C2C1)NC(=O)C1(CN2C(O1)=C(C=N2)S(=O)(NC(C2=CC=CC=C2)(C2=CC=CC=C2)C2=CC=CC=C2)=N)C)F (((R)-2,8-difluoro-1,2,3,5,6,7-hexahydro-s-indacen-4-yl)carbamoyl)-2-methyl-N-trityl-2,3-dihydropyrazolo[5,1-b]oxazole-7-sulfonimidamide